(E)-3-(6-amino-pyridin-3-yl)-N-((5-(4-(4,4-difluoro-piperidine-1-carbonyl)phenyl)-7-(pyridin-2-yl)benzofuran-2-yl)methyl)acrylamide NC1=CC=C(C=N1)/C=C/C(=O)NCC=1OC2=C(C1)C=C(C=C2C2=NC=CC=C2)C2=CC=C(C=C2)C(=O)N2CCC(CC2)(F)F